C(C)OC(CCCCCCN1C(/C(/CC1=O)=C/C1=CC(=C(C(=C1)OC)O)OC)=O)=O (E)-7-(3-(4-hydroxy-3,5-dimethoxybenzylidene)-2,5-dioxopyrrolidinyl)heptanoic acid ethyl ester